O(C1=CC=CC=C1)C1=C(C=CC=C1)C1=CC(=NN1)C(=O)N1[C@@H]2CN([C@H](CC1)C2)C#N (1S,5R)-2-(5-(2-phenoxyphenyl)-1H-pyrazole-3-carbonyl)-2,6-diazabicyclo[3.2.1]octane-6-carbonitrile